FC1=CC=C(C(=O)N2CCC(CC2)CN2CCC(CC2)CNC(=O)C2=CC=CC=3NC(=NC32)C(C)(C)C)C=C1 2-tert-butyl-1H-benzoimidazole-4-carboxylic acid {1-[1-(4-fluorobenzoyl)-piperidin-4-ylmethyl]piperidin-4-ylmethyl}amide